ClC=1C=C2C(=NC1[N+](=O)[O-])CCCO2 7-chloro-6-nitro-3,4-dihydro-2H-pyrano[3,2-b]pyridine